Anti-Isopentenyl-adenosine C(CC(=C)C)[C@@]1([C@H](O)[C@H](O)[C@@H](CO)O1)N1C=NC=2C(N)=NC=NC12